N1(CCC1)CCN(C1=CC=C(C=N1)N1C=C(C(C2=CC(=C(C=C12)N1[C@H](CCC1)COC1=NC=CC=C1Cl)Cl)=O)C(=O)O)C (R)-1-(6-((2-(azetidin-1-yl)ethyl)(methyl)amino)pyridin-3-yl)-6-chloro-7-(2-(((3-chloropyridin-2-yl)oxy)methyl)pyrrolidin-1-yl)-4-oxo-1,4-dihydroquinoline-3-carboxylic acid